ethyl 2-(3-cyclopropyl-4,5-dihydroisoxazol-5-yl)-5-ethylsulfonyl-1-methyl-imidazole-4-carboxylate C1(CC1)C1=NOC(C1)C=1N(C(=C(N1)C(=O)OCC)S(=O)(=O)CC)C